Pyridine-3-carboximidamide N1=CC(=CC=C1)C(N)=N